FC1(CC(C1)(C1=NN=CN1C)C=1C=C(C=CC1)C1=COC2=C(C(=C(C=C2C1=O)CNCCOC)F)C)F 3-[3-[3,3-difluoro-1-(4-methyl-4H-1,2,4-triazol-3-yl)cyclobutyl]phenyl]-7-fluoro-6-[(2-methoxyethylamino)methyl]-8-methyl-chromen-4-one